(S)-4-(7-bromo-6-chloro-3-cyano-8-fluoroquinolin-4-yl)-2-(cyanomethyl)piperazine-1-carboxylic acid benzyl ester C(C1=CC=CC=C1)OC(=O)N1[C@H](CN(CC1)C1=C(C=NC2=C(C(=C(C=C12)Cl)Br)F)C#N)CC#N